O=C1CC(C1)(C(=O)O)C(=O)O 3-oxo-cyclobutane-1,1-dicarboxylic acid